ClC1=CC=C(C=N1)CN(C1=CC(OC1)=O)C1CC1 4-[[(6-chloro-3-pyridinyl)methyl]cyclopropylamino]-2(5H)-furanone